2-Amino-6-fluoro-N-[5-fluoro-4-(1-methyl-1H-imidazol-5-yl)pyridin-3-yl]pyrazolo[1,5-a]pyrimidine-3-carboxamide NC1=NN2C(N=CC(=C2)F)=C1C(=O)NC=1C=NC=C(C1C1=CN=CN1C)F